C(C)OC(=O)C=1CNCNN1 2,3,4,5-tetrahydro-1,2,4-triazine-6-carboxylic acid ethyl ester